N-cyclopropyl-3-(6-((1-hydroxy-2-methylpropan-2-yl)amino)-5-(methylamino)pyridin-3-yl)-4-methylbenzamide C1(CC1)NC(C1=CC(=C(C=C1)C)C=1C=NC(=C(C1)NC)NC(CO)(C)C)=O